4-chloro-1-((3,3-difluoro-1-isobutyrylpiperidin-4-yl)methyl)-N-(3-methyl-5-(phenylethynyl)pyridin-2-yl)-1H-pyrazole-5-carboxamide ClC=1C=NN(C1C(=O)NC1=NC=C(C=C1C)C#CC1=CC=CC=C1)CC1C(CN(CC1)C(C(C)C)=O)(F)F